5-chloro-2-fluoro-N-[3-[(1S)-2-(4-fluoroanilino)-1-methyl-2-oxo-ethyl]-1-bicyclo[1.1.1]pentanyl]benzamide ClC=1C=CC(=C(C(=O)NC23CC(C2)(C3)[C@@H](C(=O)NC3=CC=C(C=C3)F)C)C1)F